3-(4-bromo-3-(tert-butyl)-1-methyl-1H-pyrazol-5-yl)-5,5-dimethyl-1-((2-oxo-2,3-dihydro-1H-pyrrolo[2,3-b]pyridin-4-yl)methyl)imidazolidine-2,4-dione BrC=1C(=NN(C1N1C(N(C(C1=O)(C)C)CC1=C2C(=NC=C1)NC(C2)=O)=O)C)C(C)(C)C